FC1=C(C(=CC=C1)C)N1CCC(CC1)N1C(N(C=2C(C1)=CN(N2)C2CN(C2)C=2OC(=NN2)C)CC2=C(C=CC=C2)C(F)(F)F)=O 5-[1-(2-Fluoro-6-methyl-phenyl)-piperidin-4-yl]-2-[1-(5-methyl-[1,3,4]oxadiazol-2-yl)-azetidin-3-yl]-7-(2-trifluoromethylbenzyl)-2,4,5,7-tetrahydro-pyrazolo[3,4-d]pyrimidin-6-one